NCC1=CC=C(C(=O)N2CCN(CC2)C(=O)C=2C=CC(=C(C2)N2C(NC(CC2)=O)=O)OC)C=C1 1-[5-[4-[4-(aminomethyl)benzoyl]piperazine-1-carbonyl]-2-methoxy-phenyl]hexahydropyrimidine-2,4-dione